NC[C@@H](CCC)O (R)-1-aminopentan-2-ol